4-fluoro-N-(5-silaspiro[4.5]decan-8-yl)-1H-pyrrolo[2,3-c]pyridine-2-carboxamide FC1=C2C(=CN=C1)NC(=C2)C(=O)NC2CC[Si]1(CCCC1)CC2